C(CCC)C1=CC=CC=C1O 6-n-butyl-phenol